glyceryl mono-elaidate C(CCCCCCC\C=C\CCCCCCCC)(=O)OCC(O)CO